O=C1NC(CCC1N1C(C2=CC=C(C=C2C1=O)N1CC(CC1)CN1CCC(CC1)C1=CC=C(C=C1)NC=1C(=NC(=C(N1)N1CCCCC1)C)C(=O)N)=O)=O 3-((4-(1-((1-(2-(2,6-dioxopiperidin-3-yl)-1,3-dioxoisoindolin-5-yl)pyrrolidin-3-yl)methyl)piperidin-4-yl)phenyl)amino)-6-methyl-5-(piperidin-1-yl)pyrazine-2-carboxamide